2-[4-(5-chloro-4-methoxy-pyrimidin-2-ylamino)-3-cyclopropyl-pyrazol-1-yl]-2-methyl-propionitrile ClC=1C(=NC(=NC1)NC=1C(=NN(C1)C(C#N)(C)C)C1CC1)OC